N=1C=C(N2C1COCC2)C=2N=C(C(=NC2)NC(=O)C=2C(=NOC2C)C2=CC=CC=C2)OC [5-(6,8-dihydro-5H-imidazo[2,1-c][1,4]oxazin-3-yl)-3-methoxy-pyrazin-2-yl]-5-methyl-3-phenyl-isoxazole-4-carboxamide